O=C1N(C(C=C1)=O)CCCCC(=O)N[C@H](C(=O)NCC#C)CCC(=O)NCC#C (S)-2-(5-(2,5-dioxo-2,5-dihydro-1H-pyrrol-1-yl)pentanamido)-N1,N5-di(prop-2-yn-1-yl)glutaramide